FC(CN1N=NC2=C1C=C(C=C2)C=2C=CN1N=C(N=C(C12)OC([2H])([2H])[2H])N[C@@H]1CN(C[C@@H]1F)C(C)=O)F 1-((3R,4S)-3-((5-(1-(2,2-difluoroethyl)-1H-benzo[d][1,2,3]triazol-6-yl)-4-(methoxy-d3)pyrrolo[2,1-f][1,2,4]triazin-2-yl)amino)-4-fluoropyrrolidin-1-yl)ethan-1-one